NCCNC=1C(C(C1NCC)=O)=O 3-[(2-aminoethyl)amino]-4-(ethylamino)cyclobut-3-ene-1,2-dione